C(C)OC(CC1C=2C(C3=C(C(=N1)C1=CC=C(C=C1)Cl)C=C(C=C3)OC)=CN(C(C2)=O)C)=O Ethyl-2-(7-(4-chlorophenyl)-9-methoxy-2-methyl-3-oxo-3,5-dihydro-2H-benzo[c]pyrido[3,4-e]azepin-5-yl)acetate